N,N'-dimethyl-1,4-cyclohexanedicarboxamide CNC(=O)C1CCC(CC1)C(=O)NC